tauryl acrylate C(C=C)(=O)OS(=O)(=O)CCN